FC1=CC=C(C(=O)NC2CN(CCC2)C=2N=NC(=CC2)C2=C(C=CC=C2)OC)C=C1 4-fluoro-N-(1-(6-(2-methoxyphenyl)pyridazin-3-yl)piperidin-3-yl)benzamide